ClC1=C2C=C(C=NC2=NC(=C1)C=1N=C(C=2N(C1)C=C(N2)C)OC)N2C[C@@H](N([C@H](C2)C)C(=O)OC(C)(C)C)C tert-butyl (2S,6S)-4-(5-chloro-7-{8-methoxy-2-methylimidazo[1,2-a]pyrazin-6-yl}-1,8-naphthyridin-3-yl)-2,6-dimethylpiperazine-1-carboxylate